COC1=NC=NC(=C1C1=NC=C2C(=N1)N(N=C2)CC2=CC=C(C=C2)C=2N(C=C(N2)C(F)(F)F)CC)OC 6-(4,6-dimethoxypyrimidin-5-yl)-1-(4-(1-ethyl-4-(trifluoromethyl)-1H-imidazol-2-yl)benzyl)-1H-pyrazolo[3,4-d]pyrimidine